C(#N)C1=CNC2=C(C=CC(=C12)C)NS(=O)(=O)C=1C=NN(C1F)C1(COC1)C N-(3-cyano-4-methyl-1H-indol-7-yl)-5-fluoro-1-(3-methyloxetan-3-yl)pyrazole-4-sulfonamide